2,2-difluoro-N-((3s,4s)-3-fluoropiperidin-4-yl)-3-((3-methylpyridin-2-yl)oxy)propanamide yttrium(III) [Y+3].FC(C(=O)N[C@@H]1[C@H](CNCC1)F)(COC1=NC=CC=C1C)F